tert-butyl (R)-7-morpholino-5-oxa-2-azaspiro[3.4]octane-2-carboxylate O1CCN(CC1)[C@H]1COC2(CN(C2)C(=O)OC(C)(C)C)C1